C(#N)CNC(=O)NC=1C=NN2C1N=C(C=C2NC)NC2=CC(=CC(=C2)C)C 1-(cyanomethyl)-3-(5-((3,5-dimethylphenyl)amino)-7-(methylamino)pyrazolo[1,5-a]pyrimidin-3-yl)urea